(Z)-7-(4'-nitrophenoxy)-2-hepten-1-ol [N+](=O)([O-])C1=CC=C(OCCCC\C=C/CO)C=C1